(4-(5-Bromo-6-(((tetrahydro-2H-pyran-2-yl)oxy)methyl)pyridin-2-yl)-1-methyl-1H-1,2,3-triazol-5-yl)methyl (cyclobutylmethyl)(methyl)carbamate C1(CCC1)CN(C(OCC1=C(N=NN1C)C1=NC(=C(C=C1)Br)COC1OCCCC1)=O)C